(1R,5S,6S)-6-(4-Isopropylphenyl)-3-azabicyclo[3.1.0]hexane C(C)(C)C1=CC=C(C=C1)C1[C@@H]2CNC[C@H]12